COC(=O)C(CC(C(=O)O)C)(CC(CCCCCCC(=O)O)(C)C(=O)OC)C 4,6-bis(methoxycarbonyl)-2,4,6-trimethyltridecanedioic acid